OC1=CC(=CN=N1)C1=CC=C(C=C1)N1CCN(CC1)CC(=O)N[C@H](C(=O)N1C(CCC1)C(=O)N[C@@H](C)C1=CC=C(C=C1)C1=C(N=CS1)C)C(C)(C)C 1-((S)-2-(2-(4-(4-(6-hydroxypyridazin-4-yl)phenyl)piperazin-1-yl)acetamido)-3,3-dimethylbutanoyl)-N-((S)-1-(4-(4-methylthiazol-5-yl)phenyl)ethyl)pyrrolidine-2-carboxamide